C(CC)OC(C)COC(C)CO Dipropylen Glycol n-Propyl Ether